ClC=1C(=NC(=NC1)C1=CN=CN1C)C(=O)NC1CCC(CC1)OC(F)(F)F 5-chloro-2-(1-methyl-1H-imidazol-5-yl)-N-((1r,4r)-4-(trifluoromethoxy)cyclohexyl)pyrimidine-4-carboxamide